tert-butyl N-[(3R)-1-{7-bromo-2-[1-(cyclopropylmethyl)-1H-pyrrolo[2,3-b]pyridin-2-yl]-1-methyl-1H-1,3-benzodiazole-5-carbonyl}piperidin-3-yl]carbamate BrC1=CC(=CC2=C1N(C(=N2)C2=CC=1C(=NC=CC1)N2CC2CC2)C)C(=O)N2C[C@@H](CCC2)NC(OC(C)(C)C)=O